(2-((2-heptylidene)methoxy)ethyl)benzene (S)-4-((4-(2-(2,6-dioxopiperidin-3-yl)-3-oxoisoindolin-5-yl)piperazin-1-yl)methyl)-1-fluorocyclohexane-1-carboxylate O=C1NC(CC[C@@H]1N1CC2=CC=C(C=C2C1=O)N1CCN(CC1)CC1CCC(CC1)(C(=O)O)F)=O.CC(CCCCC)=COCCC1=CC=CC=C1